4,4'-Methylenebis(2-methylcyclohexylamine) C(C1CC(C(CC1)N)C)C1CC(C(CC1)N)C